(6-bromo-5-methyl-3-pyridinyl)-1H-1,2,4-triazol-5-one BrC1=C(C=C(C=N1)N1NC=NC1=O)C